ClC=1C=C(C=C(C1)Cl)S(=O)(=O)NC1=CC=C(C=C1)S(NC1=CC(=CC=C1)C(F)(F)F)(=O)=O 3,5-dichloro-N-(4-(N-(3-trifluoromethylphenyl)sulfamoyl)phenyl)benzenesulfonamide